C1(CCCCC1)P(C1=C(C=CC=C1)C1=C(C=C(C=C1C(C)C)C(C)C)C(C)C)C1CCCCC1 dicyclohexyl(2',4',6'-triisopropyl-[1,1'-biphenyl]-2-yl)-phosphine